3-Nitro-4-(trifluoromethoxy)benzene-1-sulfonyl chloride [N+](=O)([O-])C=1C=C(C=CC1OC(F)(F)F)S(=O)(=O)Cl